1-(1-hydroxycyclopropanecarbonyl)-N-methyl-pyrrolidine-3-carboxamide OC1(CC1)C(=O)N1CC(CC1)C(=O)NC